methoxy-5-[[2-oxo-2-[rac-(2R,5S)-5-methyl-2-(2-tetrahydrofuran-3-ylindazol-6-yl)-1-piperidyl]acetyl]amino]pyridine-3-carboxamide COC1=NC=C(C=C1C(=O)N)NC(C(N1[C@H](CC[C@@H](C1)C)C=1C=CC2=CN(N=C2C1)C1COCC1)=O)=O |r|